BrC1=NN2C(N=CC=C2Cl)=C1 bromo-7-chloropyrazolo[1,5-a]pyrimidine